BrC1=CC=C(C(=O)C2=CC(=C3N2C2=CC=CC=C2C(=C3)C)C(=O)OCC)C=C1 Ethyl 1-(4-bromobenzoyl)-5-methylpyrrolo[1,2-a]quinoline-3-carboxylate